CC=1C=NCCC1O[Si](C)(C)C 3-methyl-4-(trimethylsiloxy)-5,6-dihydropyridine